ClC=1C=C(C=C(C1)S(=O)(=O)C)C1=C(SC=C1C=1C=NC=CC1)C(=O)N (3-chloro-5-(methylsulfonyl)phenyl)-4-(pyridin-3-yl)thiophene-2-carboxamide